C(C=1C(O)=CC=CC1)(=O)O.N[C@@H]1CN(C[C@@H]([C@H]1O)C)C1=C2C(=NC=C1NC(=O)C1=NC(=C(C=C1)F)C1=C(C=CC=C1F)F)[C@@H](CC2)O N-{(R)-4-[(3R,4R,5S)-3-amino-4-hydroxy-5-methylpiperidin-1-yl]-7-hydroxy-6,7-dihydro-5H-cyclopenta[b]pyridin-3-yl}-6-(2,6-difluorophenyl)-5-fluoropyridinecarboxamide salicylate